3-((2-carbamoyl-phenyl)carbamoyl)piperidine-1-carboxylic acid tert-butyl ester C(C)(C)(C)OC(=O)N1CC(CCC1)C(NC1=C(C=CC=C1)C(N)=O)=O